3,5-dimethylmercapto-2,4-toluenediamine CSC1=C(C(C)=CC(=C1N)SC)N